4-(3-(6-((1-(Cyclopropylsulfonyl)cyclopropyl)methyl)-1-methyl-7-oxo-4,5,6,7-tetrahydro-1H-pyrazolo[3,4-c]pyridin-3-yl)-4,5-dihydroisoxazol-5-yl)benzonitrile C1(CC1)S(=O)(=O)C1(CC1)CN1C(C2=C(CC1)C(=NN2C)C2=NOC(C2)C2=CC=C(C#N)C=C2)=O